C(#N)C1=CC(=C(OCC2=C(C=CC(=N2)N2C(N(CC2)CC2=NC3=C(N2C[C@H]2OCC2)C=C(C=C3)C(=O)O)=O)F)C=C1)F (S)-2-((3-(6-((4-Cyano-2-fluorophenoxy)methyl)-5-fluoropyridin-2-yl)-2-oxoimidazolidin-1-yl)methyl)-1-(oxetan-2-ylmethyl)-1H-benzo[d]imidazole-6-carboxylic acid